FC(C[C@H]1NC(OC1)=O)(C)C (4R)-4-(2-fluoro-2-methyl-propyl)oxazolidin-2-one